(R)-1-(2,5-dichlorothiophen-3-yl)ethyl (1-methyl-4-(6-methyl-5-(methylsulfonamido) pyridin-2-yl)-1H-1,2,3-triazol-5-yl)carbamate CN1N=NC(=C1NC(O[C@H](C)C1=C(SC(=C1)Cl)Cl)=O)C1=NC(=C(C=C1)NS(=O)(=O)C)C